C(C)OC(=O)C1=C(C=2N=CN=C(C2N=C1)C1=CC(=CC(=C1)Cl)Cl)N1CCOCC1 4-(3,5-dichlorophenyl)-8-morpholino-pyrido[3,2-d]Pyrimidine-7-carboxylic acid ethyl ester